CN(CCN1N=CC=C1C#N)C 1-[2-(dimethylamino)ethyl]-1H-pyrazole-5-carbonitrile